NC1=NC=NN2C1=C(C=C2C=2C=C(C(=NC2)OC)C(=O)N[C@@H]2CN(C[C@@H]2F)C(=O)OCC(C)(F)F)CN2CCC(CC2)(F)F 2,2-difluoropropyl (3R,4S)-3-(5-{4-amino-5-[(4,4-difluoropiperidin-1-yl)methyl]pyrrolo[2,1-f][1,2,4]triazin-7-yl}-2-methoxypyridine-3-amido)-4-fluoropyrrolidine-1-carboxylate